5-(6-amino-2-fluoro-3-(1-isopentyl-1H-pyrazol-4-yl)phenyl)-1,2,5-thiadiazolidin-3-one 1,1-dioxide NC1=CC=C(C(=C1N1CC(NS1(=O)=O)=O)F)C=1C=NN(C1)CCC(C)C